2-(2-ethoxy)ethyl bromide CCOCCBr